FC(C(=O)O)(F)F.C=C(C(=O)OC)CC(=O)OC1=CC=C(C=C1)C[C@@H](C(=O)OC(C)C)NC([C@H](C(C)C)N)=O 4-(4-((S)-2-((S)-2-amino-3-methylbutanamido)-3-isopropoxy-3-oxopropyl)phenyl) 1-methyl 2-methylenesuccinate, trifluoroacetate salt